C(C)(C)(C)N(C(O)=O)C[C@@H]1OCCC2=C(C=CC=C12)C1=CN=CS1.C[C@@H](N)CC1=CNC=N1 |o1:9| R-α-methyl-histamine rel-(R)-tert-butyl-((5-(thiazol-5-yl)isochroman-1-yl)methyl)carbamate